5-(3,4,5,6-tetrahydropyridin-2-yl)benzothiazole N1=C(CCCC1)C=1C=CC2=C(N=CS2)C1